CO[C@@H](C(C(=O)OCCS(=O)(=O)C)NC(C[C@H]1N(C(CC1)=O)CC1=C(C(=CC(=C1)F)F)F)=O)C 2-(Methylsulfonyl)ethyl (3R)-3-methoxy-2-(2-((S)-5-oxo-1-(2,3,5-trifluorobenzyl)pyrrolidin-2-yl)acetamido)butanoate